3-benzyl-1-vinylimidazolium chloride [Cl-].C(C1=CC=CC=C1)[N+]1=CN(C=C1)C=C